perfluoro-n-hexylphosphonic acid FC(C(C(C(C(C(F)(F)F)(F)F)(F)F)(F)F)(F)F)(P(O)(O)=O)F